C1(CC1)C([C@@H](C(=O)NC1=CC=C(C(=N1)F)B(O)O)NC(=O)C=1N(N=CC1)C(C)C)C1CC1 [6-[[(2S)-3,3-dicyclopropyl-2-[(2-isopropylpyrazole-3-carbonyl)amino]propanoyl]amino]-2-fluoro-3-pyridyl]boronic acid